CC1(N(C(CCC1)(C)C)[Li])C (2,2,6,6-tetramethyl-4,5-dihydro-3H-pyridin-1-yl)lithium